1,3-bis(1-methyl-1-isocyanatoethyl)-benzene CC(C)(N=C=O)C1=CC(=CC=C1)C(C)(C)N=C=O